2-{3-[(tert-butyldimethylsilyl)oxy]-4-(1,3-dioxolan-2-yl)phenyl}acetaldehyde [Si](C)(C)(C(C)(C)C)OC=1C=C(C=CC1C1OCCO1)CC=O